N-[[(3S,4S)-1-[4-[(5-cyclopropyl-1H-pyrazol-3-yl)amino]pyrimidin-2-yl]-4-fluoro-pyrrolidin-3-yl]methyl]carbamic acid tert-butyl ester C(C)(C)(C)OC(NC[C@H]1CN(C[C@H]1F)C1=NC=CC(=N1)NC1=NNC(=C1)C1CC1)=O